4-(2,6-dibenzyloxy-3-pyridyl)-8-(1,4-dioxaspiro[4.5]decan-8-yl)-2,3-dihydro-1,4-benzoxazine C(C1=CC=CC=C1)OC1=NC(=CC=C1N1CCOC2=C1C=CC=C2C2CCC1(OCCO1)CC2)OCC2=CC=CC=C2